CN(C)C(CC)S(=O)(=O)OCCC(O)C1=CC(=CC=C1)C(CCC)CCC (3-(4-heptyl) phenyl-3-hydroxypropyl) dimethylaminopropanesulfonate